propylthiophenylethylamin C(CC)SNCCC1=CC=CC=C1